1-(1-(4-(3,4-Difluorophenyl)pyridin-2-yl)piperidin-4-yl)-3-(pyridin-3-yl)thiourea FC=1C=C(C=CC1F)C1=CC(=NC=C1)N1CCC(CC1)NC(=S)NC=1C=NC=CC1